CC(CC(=C)C1=CC=C(C=C1)O)(CC(C)(C1=CC=C(C=C1)O)C)C1=CC=C(C=C1)O 4,6-dimethyl-2,4,6-tri-(4-hydroxyphenyl)-hepten